(1-bromo-3-methoxy-2-methylpropyl)benzene BrC(C(COC)C)C1=CC=CC=C1